4-(4-(6-amino-5-(5-(2,5-dichlorophenyl)-1,2,4-Oxadiazol-3-yl)pyridin-3-yl)-1H-pyrazol-1-yl)piperidine-1-carboxylic acid tert-butyl ester C(C)(C)(C)OC(=O)N1CCC(CC1)N1N=CC(=C1)C=1C=NC(=C(C1)C1=NOC(=N1)C1=C(C=CC(=C1)Cl)Cl)N